methyl (2R)-2-(2-chloroethyl)pyrrolidine-2-carboxylate hydrochloride Cl.ClCC[C@@]1(NCCC1)C(=O)OC